cyclohexyl-(4-(5,6-diphenylpyrazin-2-yl)piperazin-1-yl)methanone C1(CCCCC1)C(=O)N1CCN(CC1)C1=NC(=C(N=C1)C1=CC=CC=C1)C1=CC=CC=C1